NCCOCCOCCOCCOCCOCCOCCOCCOCCOCCOCCOCCOCCOCCOCCOCCNC(=O)[C@@H]1[C@H](N(C(C1)=O)C)C=1C=NC=CC1 (2S,3S)-N-(47-amino-3,6,9,12,15,18,21,24,27,30,33,36,39,42,45-pentadecaoxaheptatetracontyl)-1-methyl-5-oxo-2-(pyridin-3-yl)pyrrolidine-3-carboxamide